CC1=C(C2=CC=CC=C2C(=C1C)OCC)OCC 2,3-dimethyl-1,4-diethoxynaphthalene